Cl.FC(OC=1C=C(C=CC1)[C@@H](C)N)F |r| (±)-1-(3-(difluoromethoxy)phenyl)ethan-1-amine hydrochloride